[H-].[Na+].C(C)OC(=O)[C@@H]1[C@H](C1)C=1C=NN(C1)CC1=CC=C(C=C1)OC |r| rac-(1S,2S)-2-(1-(4-methoxybenzyl)-1H-pyrazol-4-yl)cyclopropane-1-carboxylic acid ethyl ester sodium hydride